O=C1OCC2=CC=C(C=C12)N1C(C=CC1=O)=O 1-(3-oxo-1,3-dihydroisobenzofuran-5-yl)-1H-pyrrole-2,5-dione